C(C1=CC=CC=C1)N[C@@H]1C[C@@H](N(CC1)C(=O)OC(C)(C)C)C1=CC=CC=C1 tert-butyl (2R,4S)-4-(benzylamino)-2-phenyl-piperidine-1-carboxylate